2-chloro-1-fluoro-4-vinylbenzene ClC1=C(C=CC(=C1)C=C)F